FC1(CCN(CC1)C=1C=C(C=CC1C)NC1=NC=NC2=CC(=CC(=C12)N1CCC2(CC2)CC1)NS(=O)(=O)CCO)F N-(4-((3-(4,4-Difluoropiperidin-1-yl)-4-methylphenyl)amino)-5-(6-azaspiro[2.5]octan-6-yl)quinazolin-7-yl)-2-hydroxyethane-1-sulfonamide